FC1=C2CC(C(C2=C(C=C1)F)=O)C(=O)OC methyl 4,7-difluoro-1-oxo-indane-2-carboxylate